(cis)-tert-butyl 4-((S*)-4-(allyloxy)-2-fluoro-3,3-dimethyl-4-oxobutyl)-3,3-difluorohexahydropyrrolo[3,2-b]pyrrole-1(2H)-carboxylate C(C=C)OC(C([C@@H](CN1CC[C@@H]2N(CC([C@@H]21)(F)F)C(=O)OC(C)(C)C)F)(C)C)=O |o1:6|